gallium aluminum indium tin [Sn].[In].[Al].[Ga]